4-hydroxybenzyl-coenzyme a OC1=CC=C(C(=O)SCCNC(CCNC([C@@H](C(COP(OP(OC[C@@H]2[C@H]([C@H]([C@@H](O2)N2C=NC=3C(N)=NC=NC23)O)OP(=O)(O)O)(=O)O)(=O)O)(C)C)O)=O)=O)C=C1